hydrogennitrate [N+](=O)(O)[O-]